C(C)(C)N1CC(C1)NC1=C(C(N(C2=CC(=CC=C12)C(F)(F)F)C1=CC=CC=C1)=O)C#N 4-((1-Isopropylazetidin-3-yl)amino)-2-oxo-1-phenyl-7-trifluoromethyl-1,2-dihydroquinoline-3-carbonitrile